FC1=C(C=CC(=C1)F)C=1C=C(C=NC1)OC1=CC(=NC(=C1)OC1CCN(CC1)S(=O)(=O)C)C#N 4-((5-(2,4-difluorophenyl)pyridin-3-yl)oxy)-6-((1-(methyl-sulfonyl)piperidin-4-yl)oxy)picolinonitrile